(1r,4r)-ethyl-4-(4-(2-(2-((tert-butoxycarbonyl)(cyclopropylmethyl)amino)pyridin-4-yl) oxazole-4-carboxamido)-3-(difluoromethyl)-1H-pyrazol-1-yl)cyclohexanecarboxylate C(C)OC(=O)C1CCC(CC1)N1N=C(C(=C1)NC(=O)C=1N=C(OC1)C1=CC(=NC=C1)N(CC1CC1)C(=O)OC(C)(C)C)C(F)F